(S,E)-2-Chloro-4'-(2-(1-hydroxyethyl)-4-(methoxyimino)pyrrolidine-1-carbonyl)-[1,1'-biphenyl]-3-carbonitrile ClC1=C(C=CC=C1C#N)C1=CC=C(C=C1)C(=O)N1[C@@H](C\C(\C1)=N/OC)C(C)O